1-(2-bromo-6-fluoro-phenyl)-3-[(1S)-1-(2-pyrimidin-2-yl-1,2,4-triazol-3-yl)ethyl]urea BrC1=C(C(=CC=C1)F)NC(=O)N[C@@H](C)C=1N(N=CN1)C1=NC=CC=N1